1-(3-(sec-butyl)-1-phenyl-1H-pyrazol-5-yl)-3-(2-fluoro-4-((3-oxo-3,4-dihydropyrido[2,3-b]pyrazin-8-yl)oxy)phenyl)urea C(C)(CC)C1=NN(C(=C1)NC(=O)NC1=C(C=C(C=C1)OC1=CC=NC=2NC(C=NC21)=O)F)C2=CC=CC=C2